C12(CCCCC1)OCC1=C2C=CC=C1 3H-spiro[2-benzofuran-1,1'-cyclohexane]